[Na].[Ti].[Al] aluminum titanium-sodium